1-(5-bromo-4-methylpyridin-2-yl)butan-1-one BrC=1C(=CC(=NC1)C(CCC)=O)C